bicyclo-[3.2.1]-octane C12CCCC(CC1)C2